C(C1=CC=CC=C1)C=1N=C(C2=C(NC3=CC(=CC=C23)C(=O)OC)N1)NCCCN(CCCNC(CCC#C)=O)C Methyl 2-benzyl-4-((3-(methyl(3-(pent-4-ynamido)propyl)amino)propyl)amino)-9H-pyrimido[4,5-b]indole-7-carboxylate